FC1=C(C=CC(=C1)C(=C)C)CNC(OC(C)(C)C)=O tert-butyl N-[[2-fluoro-4-(prop-1-en-2-yl)phenyl]methyl]carbamate